N1(CCCC1)C1CCN(CC1)C1=C(C=C(C=N1)C1(N=C(NN1)N)N)C 5-(6-(4-(pyrrolidin-1-yl)piperidin-1-yl)-5-methylpyridin-3-yl)-1H-1,2,4-triazole-3,5-diamine